N-((1R,3R,5S)-8-(4-aminopiperidin-1-ylsulfonyl)-8-aza-bicyclo[3.2.1]oct-3-yl)-3-oxo-3,4-dihydro-2H-benzo[b][1,4]oxazine-6-carboxamide hydrochloride Cl.NC1CCN(CC1)S(=O)(=O)N1[C@H]2CC(C[C@@H]1CC2)NC(=O)C2=CC1=C(OCC(N1)=O)C=C2